C[C@@H]1NCC[C@@H](C1)NC=1SC2=C(N1)C=CC=C2 N-[(2S,4S)-2-methylpiperidin-4-yl]-1,3-benzothiazol-2-amin